CN(CCOC1=NNC2=CC(=C(C=C12)C)C=1C=C(C=2N(C1)N=CN2)C)C N,N-dimethyl-2-((5-methyl-6-(8-methyl-[1,2,4]triazolo[1,5-a]pyridin-6-yl)-1H-indazol-3-yl)oxy)ethan-1-amine